C1CC12NCCN(C2)C=2C=CC=C(C(=O)N)C2 5-(4,7-diazaspiro[2.5]octane-7-yl)benzamide